CC=1NC(=C(C1C(=O)O)C)C(C(N[C@H](C(F)(F)F)C)=O)=O (S)-2,4-dimethyl-5-(2-oxo-2-((1,1,1-trifluoropropan-2-yl)amino)acetyl)-1H-pyrrol-3-carboxylic acid